C(C)(C)(C)OC(=O)N(C(OC(C)(C)C)=O)C1=NC=NC(=C1)N[C@@H]1[C@H](CCC1)O tert-butyl N-(tert-butoxycarbonyl)-N-(6-[[(1S,2S)-2-hydroxycyclopentyl]amino]pyrimidin-4-yl)carbamate